methyl 5-((3-((6-amino-2-fluoro-9H-purin-9-yl)methyl)benzyl)oxy)nicotinate NC1=C2N=CN(C2=NC(=N1)F)CC=1C=C(COC=2C=NC=C(C(=O)OC)C2)C=CC1